CC=1C=C(C=2N(C1)C=C(N2)[C@@H](C)NC2=CC(=NC=N2)NC(=O)[C@@H]2[C@H](C2)C2=NC=CC(=N2)C)N2C(N(C(C2)=O)C)=O (1S,2S)-N-(6-(((R)-1-(6-methyl-8-(3-methyl-2,4-dioxoimidazolidin-1-yl)imidazo[1,2-a]pyridin-2-yl)ethyl)amino)pyrimidin-4-yl)-2-(4-methylpyrimidin-2-yl)cyclopropane-1-carboxamide